C(C=C)(=O)NCCS(=O)(=O)O 2-acrylamidoethanesulfonic acid